(R)-2-((methylsulfonyl)methyl)morpholine CS(=O)(=O)C[C@H]1CNCCO1